8-(3,4-difluorophenyl)-9-(4-((1-(3-fluoropropyl)azetidin-3-yl)methyl)phenyl)-6,7-dihydro-5H-benzo[7]annulene-3-carboxylic acid FC=1C=C(C=CC1F)C=1CCCC2=C(C1C1=CC=C(C=C1)CC1CN(C1)CCCF)C=CC(=C2)C(=O)O